dichloro-cyclopentylcarbonyloxy-benzoyloxy-phenanthroline platinum [Pt].ClC1=C2C(=C(C(=NC2=C2N=CC=CC2=C1)OC(C1=CC=CC=C1)=O)OC(=O)C1CCCC1)Cl